4-(5-methyl-2H-1,2,3-triazol-2-yl)benzonitrile CC=1C=NN(N1)C1=CC=C(C#N)C=C1